ClC1=C(CN2CC3=C(CC2)SC=C3)C=CC=C1 5-(2-Chlorobenzyl)-4,5,6,7-tetrahydrothieno[3,2-c]pyridin